(p-chlorophenyl)-1-methoxy-1-methylurea ClC1=CC=C(C=C1)NC(N(C)OC)=O